CC1=CC=C2C(=N1)NC=C2 6-methyl-1H-pyrrolo[2,3-b]pyridine